7-methoxy-N-((1s,4s)-4-methoxycyclohexyl)-2-(tetrahydro-2H-pyran-4-yl)imidazo[1,2-a]pyridine-6-carboxamide COC1=CC=2N(C=C1C(=O)NC1CCC(CC1)OC)C=C(N2)C2CCOCC2